4-(cyclohexylmethyl)-3-[(3-fluorophenyl)methyl]-4,5-dihydro-1,2,4-oxadiazol-5-one C1(CCCCC1)CN1C(=NOC1=O)CC1=CC(=CC=C1)F